O[C@H](CC(=O)N1CCN(CC1)C1=CC=C(C=N1)C1=CC(=CC=2N1C(=CN2)C#N)C=2C=NN(C2)C)C2=CC=CC=C2 (R)-5-(6-(4-(3-hydroxy-3-phenylpropanoyl)piperazin-1-yl)pyridin-3-yl)-7-(1-methyl-1H-pyrazol-4-yl)imidazo[1,2-a]pyridine-3-carbonitrile